FC1=CC=C(N[C@@H]2[C@@H](CN(CC2)C(=O)OC(C)(C)C)C)C=C1 tert-butyl (3R,4S)-4-(4-fluoroanilino)-3-methyl-piperidine-1-carboxylate